S1C=C(C=C1)C1=C(N)C=CC=C1 2-(thien-3-yl)aniline